COC1=CC=C(COC2=NN(C=C2C=2C=C3CCNC(C3=CC2)=O)C=2C=C(C=CC2)NC(C=C)=O)C=C1 N-(3-(3-((4-methoxybenzyl)oxy)-4-(1-oxo-1,2,3,4-tetrahydroisoquinolin-6-yl)-1H-pyrazol-1-yl)phenyl)acrylamide